COC1=C(C(=CC=C1)OC)N1C(=NC=2C1=NC(=CN2)C(S(=O)(=O)N)C2=NC=CC=N2)C2=NC(=CC=C2)OCC (1-(2,6-Dimethoxyphenyl)-2-(6-ethoxypyridin-2-yl)-1H-imidazo[4,5-b]pyrazin-6-yl)-1-(pyrimidin-2-yl)methanesulfonamide